(5-(3-((tert-butyldimethylsilyl)oxy)pyrrolidin-1-yl)pyridin-3-yl)boronic acid [Si](C)(C)(C(C)(C)C)OC1CN(CC1)C=1C=C(C=NC1)B(O)O